C(C1=CC=CC=C1)OC(=O)NC=1N(C(C2=C(N1)[C@@H](N(CC2)C(=O)OC(C)(C)C)C)=O)C2=CC(=C(C(=C2)C)F)C tert-butyl (S)-2-(((benzyloxy)carbonyl)amino)-3-(4-fluoro-3,5-dimethylphenyl)-8-methyl-4-oxo-4,5,6,8-tetrahydropyrido[3,4-d]pyrimidine-7(3H)-carboxylate